ClC1=CC(=C(OC=2C=CC(=C(C2)NC(=O)C2N(C(CC2)=O)C)OC)C=C1)F N-(5-(4-Chloro-2-fluorophenoxy)-2-methoxyphenyl)-1-methyl-5-oxopyrrolidine-2-carboxamide